C(C1=CC=CC=C1)OC(=O)NNCC1N(CC=C1)C(=O)OC(C)(C)C tert-butyl 2-((2-((benzyloxy) carbonyl) hydrazino) methyl)-2,5-dihydro-1H-pyrrole-1-carboxylate